ClC1=C(C=C(C=C1)F)[C@@H](CC)N1N=CC=C1C (1R,2R)-1-(2-chloro-5-fluorophenyl)-1-(5-methyl-1H-pyrazol-1-yl)propan